F[C@@]1(CN(CCC1)CCCCC(=O)O)C 5-[(3S)-3-fluoro-3-methylpiperidin-1-yl]pentanoic acid